(1S,3S,5S)-N-(3-(N-acetoxycarbamimidoyl)-4,5,6,7-tetrahydrobenzo[b]thiophen-6-yl)-5-methyl-2-((4-phenoxybenzoyl)glycyl)-2-azabicyclo[3.1.0]hexane-3-carboxamide C(C)(=O)ONC(=N)C=1C2=C(SC1)CC(CC2)NC(=O)[C@H]2N([C@H]1C[C@]1(C2)C)C(CNC(C2=CC=C(C=C2)OC2=CC=CC=C2)=O)=O